(2-(4-(1-(chroman-7-yl)ethyl)piperazin-1-yl)pyrimidin-5-yl)(imino)(methyl)-λ6-sulfanone O1CCCC2=CC=C(C=C12)C(C)N1CCN(CC1)C1=NC=C(C=N1)S(=O)(C)=N